CC[C@H](CC=C)NS(N)(=O)=O N-((3R)-5-HEXEN-3-YL)SULFURIC DIAMIDE